ClC=1C(=C2C=NN(C2=CC1Cl)C1OCCCC1)B1OC(C(O1)(C)C)(C)C 5,6-Dichloro-1-(tetrahydro-2H-pyran-2-yl)-4-(4,4,5,5-tetramethyl-1,3,2-dioxaborolan-2-yl)-1H-indazole